4-[1-(4-hydroxyphenyl)-4-methyl-5-[4-[2-(1-piperidinyl)ethoxy]phenyl]-1H-pyrazol-3-yl]-phenol OC1=CC=C(C=C1)N1N=C(C(=C1C1=CC=C(C=C1)OCCN1CCCCC1)C)C1=CC=C(C=C1)O